C(CC(=O)CSSCC(CC(=O)OCC(CS)S)=O)(=O)OCC(CS)S bis(2,3-dimercaptopropyl) dithiodiacetoacetate